p-toluenesulfonyl-3-oxoazetidine CC1=CC=C(C=C1)S(=O)(=O)N1CC(C1)=O